C12CCC(C=3C(=CC=C(C13)O)O)C2 1,2,3,4-tetrahydro-1,4-methanonaphthalene-5,8-diol